4-((5-chloro-4-(1-isopropyl-1H-pyrazol-4-yl)pyrimidin-2-yl)amino)-N-(3-chlorobenzyl)-3-methoxybenzamide ClC=1C(=NC(=NC1)NC1=C(C=C(C(=O)NCC2=CC(=CC=C2)Cl)C=C1)OC)C=1C=NN(C1)C(C)C